1-[2-[(2-aminoethyl)amino]ethyl]amino-2-propanol NCCNCCNCC(C)O